((3-((4,5-dimethylthiazol-2-yl)carbamoyl)-2-methylphenyl)amino)-3,6,9,12,15,18-hexaoxa-heneicosane-21-oic acid CC=1N=C(SC1C)NC(=O)C=1C(=C(C=CC1)NCCOCCOCCOCCOCCOCCOCCC(=O)O)C